Benzyl 4-[2-[5-(2-acetamido-4-pyridyl)-4-(4-fluorophenyl)imidazol-1-yl]acetyl]piperazine-1-carboxylate C(C)(=O)NC1=NC=CC(=C1)C1=C(N=CN1CC(=O)N1CCN(CC1)C(=O)OCC1=CC=CC=C1)C1=CC=C(C=C1)F